Ethyl 2-[2-bromo-4-oxo-7-(propan-2-yl)-4H,5H-furo[2,3-d]pyridazin-5-yl]acetate BrC1=CC2=C(C(=NN(C2=O)CC(=O)OCC)C(C)C)O1